C(C)(=O)O.C(C)(=O)O.CC1(CCC(=O)NC(CC1)=O)C dimethyl-pimelimide Diacetate